C1=CC=C2N1C1=CC=CC=C1NC2C=2C(=NC=CC2)N2CCN(CC2)CCN(C)C 2-(4-(3-(4,5-Dihydropyrrolo[1,2-a]quinoxalin-4-yl)pyridin-2-yl)piperazin-1-yl)-N,N-dimethylethan-1-amine